N1=NC(=CC=C1)C=1C=C(N)C=CC1C(F)(F)F 3-(pyridazin-3-yl)-4-(trifluoromethyl)aniline